N-(1-(3-amino-5-(trifluoromethyl)phenyl)ethyl)-7-methoxy-6-(2-(2-methoxyethoxy)ethoxy)-2-methyl-quinazolin-4-amine NC=1C=C(C=C(C1)C(F)(F)F)C(C)NC1=NC(=NC2=CC(=C(C=C12)OCCOCCOC)OC)C